C(=O)(C=C)OC(=O)C=C acryl ether